FC1=C(C(=CC=C1)F)S(=O)(=O)NC=1C=C(C=NC1OC)C=1C=CC=2N=CN=C(C2N1)N1[C@H](CN(CC1)C(=O)OC(C)(C)C)C tert-butyl (S)-4-(6-(5-((2,6-difluorophenyl)sulfonamido)-6-methoxypyridin-3-yl)pyrido[3,2-d]pyrimidin-4-yl)-3-methylpiperazine-1-carboxylate